COCCCCC amyl methyl ether